(2S)-2-amino-3-(2-bromo-1,3-oxazol-4-yl)propanoic acid N[C@H](C(=O)O)CC=1N=C(OC1)Br